C(=O)(O)C1=C(C(=O)NC=2C=C(C=CC2C(=O)O)C2=CC(=C(C=C2)F)F)C=CC(=C1)C1=NNN=C1 3-[2-carboxy-4-(2H-1,2,3-triazol-4-yl)benzamido]-3',4'-difluoro-[1,1'-biphenyl]-4-carboxylic acid